perfluoro-2,4-dimethyl-1,3-dioxolan-2-carboxylic acid FC1(OC(OC1(F)F)(C(=O)O)C(F)(F)F)C(F)(F)F